ClC1=C(C(=CC=C1)C)N1CC(C1)C1=CC(=C(CN2CCC(CC2)C(=O)OC)C(=C1)C)C methyl 1-(4-(1-(2-chloro-6-methylphenyl)azetidin-3-yl)-2,6-dimethylbenzyl)piperidine-4-carboxylate